N1C2=C(CCC[C@H](C1)NC(OC(C)(C)C)=O)C=CC=C2 tert-butyl (R)-(1,2,3,4,5,6-hexahydrobenzo[b]azocin-3-yl)carbamate